6-chloro-3-[1-[2-(3,3-difluoroazetidin-1-yl)-6-fluoro-3-methyl-4-oxoquinazolin-8-yl]ethylamino]pyridine-2-carboxylic acid ClC1=CC=C(C(=N1)C(=O)O)NC(C)C=1C=C(C=C2C(N(C(=NC12)N1CC(C1)(F)F)C)=O)F